BrCCCOC=1C=C(C(=O)OC(C)(C)C)C=C(C1)[N+](=O)[O-] tert-butyl 3-(3-bromopropoxy)-5-nitrobenzoate